(1R)-2-amino-1-[2-[4-chloro-2-(2-methyl-6-morpholin-4-ylpyridin-4-yl)oxyphenyl]pyrimidin-5-yl]ethanol NC[C@H](O)C=1C=NC(=NC1)C1=C(C=C(C=C1)Cl)OC1=CC(=NC(=C1)N1CCOCC1)C